C(C)(=O)OCCCCCC\C=C/CCC=CCCCC Z-7,11-hexadecadienyl acetate